C(C=C)(=O)N1[C@H](CN(CC1)C=1C2=C(N=C(N1)OCC1(CCCC1)N)CN(CC2)C2=C1C=NNC1=CC(=C2C)C)CC#N (S)-2-(1-acryloyl-4-(2-((1-aminocyclopentyl)methoxy)-7-(5,6-dimethyl-1H-indazol-4-yl)-5,6,7,8-tetrahydropyrido[3,4-d]pyrimidin-4-yl)piperazin-2-yl)acetonitrile